C1(CC1)C1=C(OC2=NC=C(N=C21)CN[C@@H](COC2=NC(=NC(=C2)C2=C(C=CC=C2C)C)NS(=O)(=O)C=2C=C(C(=O)O)C=CC2)COC(C)C)C 3-[[4-[(2R)-2-[(7-cyclopropyl-6-methyl-furo[2,3-b]pyrazin-2-yl)methylamino]-3-isopropoxy-propoxy]-6-(2,6-dimethylphenyl)pyrimidin-2-yl]sulfamoyl]benzoic acid